[Cl-].[Cl-].C1(CCC1)[Zr+2](C1C(=CC2=C(C(=CC=C12)C)C1=CC=CC=C1)C=1OC=CC1)C1C(=CC2=C(C(=CC=C12)C)C1=CC=CC=C1)C=1OC=CC1 Cyclobutylbis[2-(2-furyl)-4-phenyl-5-methyl-1-indenyl]zirconium dichloride